C(CC)OC(=O)C=1OC=CC1 Propyl-2-furoat